C(=O)(O)C(O)C(O)C(=O)O.BrC1=C2C[C@H]3N(C[C@@H](C[C@@H]3C=3C=CC=C(N1)C32)COC)CC=C D-2-bromo-6-allyl-8β-methoxymethylergoline tartrate